COC1=CC=C(CN(S(=O)(=O)[C@@H](C(=O)OC)CCC=C)CC2=CC=C(C=C2)OC)C=C1 (R)-METHYL 2-(N,N-BIS(4-METHOXYBENZYL)SULFAMOYL)HEX-5-ENOATE